2,3,9,10-tetrabromoanthracene BrC1=CC2=C(C3=CC=CC=C3C(=C2C=C1Br)Br)Br